C(C1=CC=CC=C1)OC(=O)N[C@@H]1CC[C@H](CC1)CC(=O)OC(C)(C)C trans-tert-butyl 2-(4-(((benzyloxy)carbonyl)amino)cyclohexyl)acetate